N-(2-fluoro-4-(2-(((3S,5S)-5-fluoro-piperidin-3-yl)amino)-8-iso-propylpyrido[3,2-d]pyrimidin-6-yl)phenyl)cyclopropanecarboxamide FC1=C(C=CC(=C1)C=1C=C(C=2N=C(N=CC2N1)N[C@@H]1CNC[C@H](C1)F)C(C)C)NC(=O)C1CC1